C(C1=CC=CC=C1)C(C(=O)O)CC.C(CCC)(=O)OCC1=CC=CC=C1 benzyl butanoate (benzyl butyrate)